N-(6-fluoropyridin-2-yl)-4-methyl-5-nitrothiophene-2-sulfonamide FC1=CC=CC(=N1)NS(=O)(=O)C=1SC(=C(C1)C)[N+](=O)[O-]